BrC1=CC=CC2=C1N=C(O2)C2CCN(CC2)C(=O)OC(C)(C)C tert-butyl 4-(4-bromo-1,3-benzoxazol-2-yl)piperidine-1-carboxylate